ClC=1C(=CC(=C(C(=O)NC2=CC(=CC=C2)S(N)(=O)=O)C1)C1CCOC2=CC(=CC=C12)F)C(F)(F)F 5-chloro-2-(7-fluoro-chroman-4-yl)-N-(3-sulfamoylphenyl)-4-(trifluoromethyl)benzamide